4-[(6-chloro-8-isopropyl-7-oxo-pyrido[2,3-d]pyrimidin-2-yl)amino]-3-methyl-benzenesulfonyl chloride ClC1=CC2=C(N=C(N=C2)NC2=C(C=C(C=C2)S(=O)(=O)Cl)C)N(C1=O)C(C)C